C(N)(OC1=CC=C2C(=C1)C(NC(C21CCNCC1)=O)C1CCC(CC1)C(C)C)=O 1-((1s,4s)-4-isopropylcyclohexyl)-3-oxo-2,3-dihydro-1H-spiro[isoquinoline-4,4-piperidin]-7-yl carbamate